OC1=C2C(CC(OC2=C(C2=C1C(=CC(=C2)O)O)/N=N/C2=CC=C(C(=O)O)C=C2)C)=O (E)-4-((5,6,8-trihydroxy-2-methyl-4-oxo-3,4-dihydro-2H-benzo[g]chromen-10-yl)diazenyl)benzoic acid